CN(CCN(C1=CC(=C(C=C1[N+](=O)[O-])NC1=NC=C(C(=N1)N1CC(C2=NC(=CC=C21)C)(C)C)C(=O)OC(C)C)OC)C([2H])([2H])[2H])C isopropyl 2-((4-((2-(dimethylamino)ethyl) (methyl-d3)amino)-2-methoxy-5-nitrophenyl)amino)-4-(3,3,5-trimethyl-2,3-dihydro-1H-pyrrolo[3,2-b]pyridin-1-yl)pyrimidine-5-carboxylate